S1C=NC2=C1C=C(C=C2)\C=C\2/N=C(NC2=O)NC2=CC=C(C=C2)N2CCN(CC2)C (4Z)-4-(1,3-benzothiazol-6-ylmethylene)-2-[4-(4-methylpiperazin-1-yl)anilino]-1H-imidazol-5-one